N-(6-amino-5-cyclopropylpyridin-3-yl)-2-((2S,5R)-5-methyl-2-phenyl-4-(1-(trifluoromethyl)cyclopropanecarbonyl)piperazin-1-yl)-2-oxoacetamide NC1=C(C=C(C=N1)NC(C(=O)N1[C@H](CN([C@@H](C1)C)C(=O)C1(CC1)C(F)(F)F)C1=CC=CC=C1)=O)C1CC1